NC=1C=CC(=C(C1)S(=O)(=O)NCC1=C(C=C(C=C1)OC)OC)N1N=CC(=C1)C(C)C 5-amino-N-(2,4-dimethoxybenzyl)-2-(4-isopropyl-1H-pyrazol-1-yl)benzenesulfonamide